C(C)(C)(C)OC(=O)N1CC(CCC1)CC#N.N\C(\CC1CN(CCC1)C(=O)OC(C)(C)C)=N/O tert-butyl (Z)-3-(2-amino-2-(hydroxyimino)ethyl)piperidine-1-carboxylate tert-butyl-3-(cyanomethyl)piperidine-1-carboxylate